C(#N)C(C)C=1N=C(NC1)CCCCCCCCCCC 1-cyanoethyl-2-undecyl-Imidazole